CC1=C(C(=O)C2=NN(C(=C2)O)CC)C=CC(=C1OCCOC)S(=O)(=O)C 2-methyl-3-methoxyethoxy-4-methylsulfonyl-benzoyl-1-ethyl-5-hydroxypyrazole